COC(=O)C=1C(=C(C=CC1Cl)N1CC(C1)OC1=CC=C(C=C1)CO)C1=CC=CC=C1 chloro-6-(3-(4-(hydroxymethyl)phenoxy)azetidin-1-yl)-[1,1'-biphenyl]-2-carboxylic acid methyl ester